4-[[5-(6-fluoro-2-oxo-1H-imidazo[4,5-b]pyridin-3-yl)-2-pyridyl]oxy]-2-isopropyl-benzonitrile FC=1C=C2C(=NC1)N(C(N2)=O)C=2C=CC(=NC2)OC2=CC(=C(C#N)C=C2)C(C)C